C(CCCCCCCCCCC)NCCCN dodecyl-1,3-propylenediamine